C1(=CC=CC=C1)C(C1=CC=CC=C1)OC(CC=C)=O but-3-enoic acid diphenylmethyl ester